(3-Chloro-2,4-dimethyl-5,7-dihydropyrrolo[3,4-b]pyridin-6-yl)-[(3R)-1-(4-methylpyrimidin-2-yl)pyrrolidin-3-yl]methanon ClC=1C(=C2C(=NC1C)CN(C2)C(=O)[C@H]2CN(CC2)C2=NC=CC(=N2)C)C